CC1=C(C=C(C=C1)NC(OCCCCOC=C)=O)NC(OCCCCOC=C)=O bis[4-(vinyloxy)butyl] (4-methyl-1,3-phenylene)-biscarbamate